(1r,4r)-4-(7-(perfluoropropan-2-yl)-9b-(phenylsulfonyl)-2,3,3a,4,5,9b-hexahydro-1H-pyrrolo[3,2-f]quinoline-3-carbonyl)cyclohexane-1-carboxylic acid FC(C(C(F)(F)F)(C1=NC=2CCC3C(C2C=C1)(CCN3C(=O)C3CCC(CC3)C(=O)O)S(=O)(=O)C3=CC=CC=C3)F)(F)F